((2-amino-9-((2R,3R,5S)-3-hydroxy-5-(hydroxymethyl)tetrahydrofuran-2-yl)-6,8-dioxo-1,6,8,9-tetrahydro-7H-purin-7-yl)methyl)benzoic acid methyl ester COC(C1=C(C=CC=C1)CN1C(N(C=2N=C(NC(C12)=O)N)[C@@H]1O[C@@H](C[C@H]1O)CO)=O)=O